C[Si](C)(C)C#CC1=CC=C(C(C2=CC=C(C=C2)OC)(C2=CC=C(C=C2)OC)Cl)C=C1 4-trimethylsilylethynyl-4',4''-dimethoxyltrityl chloride